tert-butyl (R)-(2-((1-((4-bromopyridin-2-yl)methyl)-2-phenethyl-4-((trifluoromethyl)sulfonyl)-2,3,4,5-tetrahydro-1H-benzo[e][1,4]diazepin-6-yl)oxy)ethyl)carbamate BrC1=CC(=NC=C1)CN1[C@@H](CN(CC2=C1C=CC=C2OCCNC(OC(C)(C)C)=O)S(=O)(=O)C(F)(F)F)CCC2=CC=CC=C2